C(C(C)C)(=O)N1CCN(CC1)C1=C2C=NNC2=CC(=C1)S(=O)(=O)N 4-(4-isobutyrylpiperazin-1-yl)-1H-indazole-6-sulfonamide